C(C)(=O)N1CC=2N(C=3C(=C(C=C(C3C2C=2C=NN(C2)C2OCCCC2)N(C(OC(C)(C)C)=O)CC)Cl)Cl)CC1 tert-Butyl N-[2-acetyl-6,7-dichloro-10-(1-tetrahydropyran-2-ylpyrazol-4-yl)-3,4-dihydro-1H-pyrazino[1,2-a]indol-9-yl]-N-ethyl-carbamate